3-(N-ethylsulfamoyl)-4-(2-(trans-4-(((oxetan-3-yloxy)carbonyl)amino)cyclohexyl)thiazol-5-yl)benzoic acid C(C)NS(=O)(=O)C=1C=C(C(=O)O)C=CC1C1=CN=C(S1)[C@@H]1CC[C@H](CC1)NC(=O)OC1COC1